C(#N)CC(=O)NC=1SC(=NN1)C1=C(C=CC=C1)Cl 2-cyano-N-(5-(2-chlorophenyl)-1,3,4-thiadiazole-2-yl)acetamide